(R)-N-(3-(1-((6-amino-[3,3-bipyridin]-5-yl)oxy)ethyl)phenyl)-3-methylbenzamide NC1=C(C=C(C=N1)C=1C=NC=CC1)O[C@H](C)C=1C=C(C=CC1)NC(C1=CC(=CC=C1)C)=O